N-[4-(2,4-dioxo-1,2,3,4,8,9,10,11-octahydro-naphtho[1,2-b][1,4]diazepin-5-yl)phenyl]-2-nitrobenzenesulfonamide O=C1CC(N(C2=C(N1)C=1CCCCC1C=C2)C2=CC=C(C=C2)NS(=O)(=O)C2=C(C=CC=C2)[N+](=O)[O-])=O